C(C1=CC=CC=C1)OC=1C=C(C=C(C1)C1=C(C=C(C=C1)O)C)CN1[C@H](COCC1)C(=O)N[C@@H](C)C1=CC=C(C(=O)O)C=C1 4-[(1S)-1-[[(3R)-4-[[3-benzyloxy-5-(4-hydroxy-2-methyl-phenyl)phenyl]methyl]morpholine-3-carbonyl]amino]ethyl]benzoic acid